(5-methoxy-1H-benzo[d]imidazol-2-yl)methanamine COC1=CC2=C(NC(=N2)CN)C=C1